C(C)OC(=O)C=1N=COC1C1=C(C=CC=C1)OC(F)F 5-(2-(difluoromethoxy)phenyl)oxazole-4-carboxylic acid ethyl ester